C(C)OC1=C(C=CC(=C1)C1=NN=CN1CC)NC=1N=CC2=C(N1)C(=NC(=C2)C)N2CC1(C2)CCOCC1 N-(2-ethoxy-4-(4-ethyl-4H-1,2,4-triazol-3-yl)phenyl)-6-methyl-8-(7-oxa-2-azaspiro[3.5]nonan-2-yl)pyrido[3,4-d]pyrimidin-2-amine